1-(((trans)-4-methoxycyclohexyl)methyl)-7-(trimethylstannanyl)-3,4-dihydropyrazino[2,3-b]Pyrazin-2(1H)-one CO[C@@H]1CC[C@H](CC1)CN1C(CNC=2C1=NC(=CN2)[Sn](C)(C)C)=O